(S)-N-(5-((6-(3-(3-(3-fluorophenoxy)benzyl)isoxazolidin-2-yl)pyrimidin-4-yl)amino)-4-methoxy-2-(4-(pyrrolidin-1-yl)piperidin-1-yl)phenyl)acrylamide FC=1C=C(OC=2C=C(C[C@@H]3N(OCC3)C3=CC(=NC=N3)NC=3C(=CC(=C(C3)NC(C=C)=O)N3CCC(CC3)N3CCCC3)OC)C=CC2)C=CC1